C(CCCCC(CO)O)O 1,6,7-heptanetriol